COC[C@@H]1[C@H](C1)C1=CNC=2N=CN=C(C21)N[C@H]2CN(CCC2)C(C=C)=O 1-((R)-3-((5-((1S,2S)-2-(methoxymethyl)cyclopropyl)-7H-pyrrolo[2,3-d]pyrimidin-4-yl)amino)piperidin-1-yl)prop-2-en-1-one